NC1CCN(CC1)C(C)=O 1-(4-amino-1-piperidinyl)-1-ethanone